COC1=CC(=C(C=C1)C1=NC(=NO1)C1=CC2=C(N(N=N2)CC(CO)(C)C)C=C1)C 3-(5-(5-(4-methoxy-2-methylphenyl)-1,2,4-oxadiazol-3-yl)-1H-benzo[d][1,2,3]triazol-1-yl)-2,2-dimethylpropan-1-ol